2-imino-1-methylimidazolidin-4-one N=C1N(CC(N1)=O)C